1-(5-(((5-fluoro-2,3-dihydrobenzofuran-4-yl)methyl)amino)-8-phenylimidazo[1,5-c]pyrimidin-1-yl)-3,4,5,6-tetrahydro-1,2-thiazine 1-oxide FC=1C=CC2=C(CCO2)C1CNC1=NC=C(C=2N1C=NC2S2(NCCCC2)=O)C2=CC=CC=C2